Tert-butyl-(1,1'-bis(diphenylphosphino)ferrocene) C(C)(C)(C)C=1[C-](C=CC1)P(C1=CC=CC=C1)C1=CC=CC=C1.[C-]1(C=CC=C1)P(C1=CC=CC=C1)C1=CC=CC=C1.[Fe+2]